propane-1-carboxylic acid dicyclohexylamine salt C1(CCCCC1)NC1CCCCC1.C(CC)C(=O)O